[K+].C1(CC1)N1N=CC(=C1C(F)(F)F)C(=O)[O-] 1-cyclopropyl-5-(trifluoromethyl)-1H-pyrazole-4-carboxylic acid potassium salt